C(C)C=1C(C(C(=O)C2=CC=CC=C2)C=CC1OC)(O)O ethyl-2,2-dihydroxy-4-methoxybenzophenone